C1(=C(C=CC=C1)N(C1=CC=2C(C3=CC=CC=C3C2C=C1)(C)C)C=1C=C(C=C(C1)C1=CC=C(C=C1)C1=CC(=CC(=C1)C(C)(C)C)C(C)(C)C)C(C)(C)C)C1=CC=CC=C1 N-(1,1'-biphenyl-2-yl)-N-(3,3'',5''-tri-tert-butyl-1,1':4',1''-terphenyl-5-yl)-9,9-dimethyl-9H-fluoren-2-amine